N[C@@H](COC1=NC(=NC(=C1C)C1=C(C=CC=C1C)CC(C)(C)C)NS(=O)(=O)C=1C=C(C(=O)O)C=CC1)CC(C)(C)C 3-[[4-[(2R)-2-amino-4,4-dimethyl-pentoxy]-6-[2-(2,2-dimethylpropyl)-6-methyl-phenyl]-5-methyl-pyrimidin-2-yl]sulfamoyl]benzoic acid